C(CCCC)OCC(O)CO amylglycerylether